(3aR,5S,6aS)-3a-methyl-N-(6-(4-(trifluoromethyl)pyridin-3-yl)pyridazin-3-yl)octahydrocyclopenta[c]pyrrol-5-amine hydrochloride Cl.C[C@@]12[C@@H](CNC1)C[C@@H](C2)NC=2N=NC(=CC2)C=2C=NC=CC2C(F)(F)F